N1N=CC=N1 1,2,5-Triazole